[N+](=O)(OCCN1CCN(CC1)S(=O)(=O)C1=CC(=C(C=C1)OCCC)C=1NC(C2=C(N1)C(=CN2CC)CCC)=O)[O-] 2-(4-((3-(5-ethyl-4-oxo-7-propyl-4,5-dihydro-3H-pyrrolo[3,2-d]pyrimidin-2-yl)-4-propoxyphenyl)sulfonyl)piperazin-1-yl)ethyl nitrate